4-(4-(1-(3-Methoxybenzoyl)azetidine-3-carbonyl)-3,4-dihydro-2H-pyrido[4,3-b][1,4]oxazin-8-yl)benzonitrile COC=1C=C(C(=O)N2CC(C2)C(=O)N2C3=C(OCC2)C(=CN=C3)C3=CC=C(C#N)C=C3)C=CC1